CC=1C(=C(C(=C(C1)S(=O)(=O)N[C@H](C(F)(F)F)CC)Cl)Cl)Br methyl-(S)-4-bromo-2,3-dichloro-N-(1,1,1-trifluorobutan-2-yl)benzenesulfonamide